C(#N)C[C@@H]1CC[C@H](CO1)NC1=C2C(=NC=C1C#N)NC=C2C(C2=C(C=C(C=C2)OC2=CC(=CC=C2)F)C)=O 4-(((3R,6S)-6-(cyanomethyl)tetrahydro-2H-pyran-3-yl)amino)-3-(4-(3-fluorophenoxy)-2-methylbenzoyl)-1H-pyrrolo[2,3-b]pyridine-5-carbonitrile